C(CCC)[C@@]1(CS(C2=C(N(C1)C1=CC=C(C=C1)F)C=C(C(=C2)OCC(C(=O)O)(C)C)SC)(=O)=O)CC (S)-3-((3-butyl-3-ethyl-5-(4-fluorophenyl)-7-(methylthio)-1,1-dioxido-2,3,4,5-tetrahydro-1,5-benzothiazepin-8-yl)oxy)-2,2-dimethylpropanoic acid